ClC1=C2C=C(C(=NC2=CC=C1)N1CC(C(CC1)(F)F)C)C(=O)NC1=CC(=NC=C1)S(N)(=O)=O 5-chloro-2-(4,4-difluoro-3-methylpiperidin-1-yl)-N-(2-sulfamoylpyridin-4-yl)quinoline-3-carboxamide